1-pentyl-2-butylpyrrolium chloride [Cl-].C(CCCC)[NH+]1C(=CC=C1)CCCC